rac-ethyl (1R,2R)-2-(2-bromo-6-fluorophenyl)cyclopropane-1-carboxylate BrC1=C(C(=CC=C1)F)[C@H]1[C@@H](C1)C(=O)OCC |r|